(2R)-1-(difluoromethoxy)-3-hydroxypropan FC(OCCCO)F